N-isotridecyl-1,3-propylenediamine C(CCCCCCCCCC(C)C)NCCCN